C(CCCCC)C=1C=C2C(=C(C(=NC2=CC1)N(CC(=O)O)C)C)C1=CC=CC=C1 N-(6-hexyl-3-methyl-4-phenylquinolin-2-yl)-N-methyl-glycine